3-[1-(azetidin-1-yl)-2-methyl-1-oxopropan-2-yl]-1-[(2R)-2-(2-methoxyphenyl)-2-(oxacyclohex-4-yloxy)ethyl]-5-methyl-6-(1,3-oxazol-2-yl)-1H,2H,3H,4H-thieno[2,3-d]pyrimidine-2,4-dione N1(CCC1)C(C(C)(C)N1C(N(C2=C(C1=O)C(=C(S2)C=2OC=CN2)C)C[C@H](OC2CCOCC2)C2=C(C=CC=C2)OC)=O)=O